C(#N)N1C[C@@H](CC1)NC(C1=C(C=C(C=C1)C=1C(=NN(C1)C)C)F)=O (R)-N-(1-cyanopyrrolidin-3-yl)-4-(1,3-dimethyl-1H-pyrazol-4-yl)-2-fluorobenzamide